4,5-dihydro-2-(1-NAPHTHALENYLMETHYL)-1H-imidazole Hydrochloride Cl.C1(=CC=CC2=CC=CC=C12)CC=1NCCN1